C(C=1C(C(=O)O)=CC=CC1)(=O)O.C(CCCCCCCCCO)O 1,10-decanediol phthalate